CN1N(C(C=C1)=O)C=1C=CC2=C(N=C(O2)C2=C3C=C(N=CC3=C(N=C2)NC)NC(=O)C2CC2)C1 N-(5-(5-(2-methyl-5-oxo-2,5-dihydro-1H-pyrazol-1-yl)benzo[d]oxazol-2-yl)-8-(methylamino)-2,7-naphthyridin-3-yl)cyclopropanecarboxamide